N[C@H]1CS(C2=C(N(C1=O)CC1=CC=C(C=C1)Cl)C=C(C(=C2)F)C=2C=NN(C2)C2CN(CC(C2)(F)F)C)(=O)=O (3R)-3-amino-5-[(4-chlorophenyl)methyl]-7-[1-(5,5-difluoro-1-methyl-3-piperidyl)pyrazol-4-yl]-8-fluoro-1,1-dioxo-2,3-dihydro-1lambda6,5-benzothiazepin-4-one